C(C)C1=CC=C(NCC(C(=O)O)CC)C=C1 2-(4-ethylanilinomethyl)butanoic acid